N-(2-chloroethyl)-alpha-(chloromethyl)-benzylamine hydrochloride Cl.ClCCNC(C1=CC=CC=C1)CCl